3-methyl-thiazol-2-amine CN1C(SC=C1)N